4a,5,7,8-tetrahydro-1H-pyrazolo[3,4-g]isoquinoline-4a,6(4H)-dicarboxylat N1N=CC2=C1C=C1CCN(CC1(C2)C(=O)[O-])C(=O)[O-]